N-(2-(2-(dimethylamino)ethoxy)ethyl)-N-methyl-1,3-propanediamine CN(CCOCCN(CCCN)C)C